N[C@@H](CCC(=O)N)COC1=C(C(=CC=C1)CCCCC1=CC2=C(N(C(N2C)=O)C2C(NC(CC2)=O)=O)C=C1)Cl (4S)-4-Amino-5-(2-chloro-3-[4-[1-(2,6-dioxopiperidin-3-yl)-3-methyl-2-oxo-1,3-benzodiazol-5-yl]butyl]phenoxy)pentanamide